5-[1-(2-fluoro-6-methyl-phenyl)-piperidin-4-yl]-7-(2-trifluoromethyl-benzyl)-2,4,5,7-tetrahydro-pyrazolo[3,4-d]pyrimidin-6-one FC1=C(C(=CC=C1)C)N1CCC(CC1)N1C(N(C=2C(C1)=CNN2)CC2=C(C=CC=C2)C(F)(F)F)=O